4-[(1s,4s,5r)-5-{[5-cyclopropyl-3-(2,6-dichlorophenyl)-1,2-oxazol-4-yl]Methoxy}-2-azabicyclo[2.2.1]Heptane-2-yl]-N-hydroxy-3-methylbenzamide C1(CC1)C1=C(C(=NO1)C1=C(C=CC=C1Cl)Cl)CO[C@H]1[C@@H]2CN([C@H](C1)C2)C2=C(C=C(C(=O)NO)C=C2)C